ClC1=CC=C(C=C1)[C@H](CO)NC(=O)[C@H]1N(C[C@@H](C1)O)C([C@H](C(C)(C)C)NC(CCCCCCC(=O)O)=O)=O 8-(((S)-1-((2S,4R)-2-(((R)-1-(4-chlorophenyl)-2-hydroxyethyl)carbamoyl)-4-hydroxypyrrolidin-1-yl)-3,3-dimethyl-1-oxobutan-2-yl)amino)-8-oxooctanoic acid